C(C)(C)(C)C1(CC(=C(C=C1)O)C(C1=CC=C(C=C1)Cl)C1=CC=C(C=C1)Cl)C(C)(C)C 4-tertiary butyl-alpha-(p-chlorophenyl)-2-(4'-chlorobenzyl)-4-tertiary butyl-phenol